4-(1-(3,5-di-tert-butyl-4-hydroxyphenyl)-2,2-difluoroethyl)benzonitrile C(C)(C)(C)C=1C=C(C=C(C1O)C(C)(C)C)C(C(F)F)C1=CC=C(C#N)C=C1